5-[2-(4-Benzyloxyphenyl)-1-hydroxyethyl]-1,3,4-oxadiazol-2(3H)-one C(C1=CC=CC=C1)OC1=CC=C(C=C1)CC(O)C1=NNC(O1)=O